O1COC2=C1C=CC(=C2)CC=2NC(=CN2)C=2SC(=C(N2)C=2C=C1CCN(C1=CC2)C(=O)C2CC2)C (5-(2-(2-(benzo[d][1,3]dioxol-5-ylmethyl)-1H-imidazol-5-yl)-5-methylthiazol-4-yl)indolin-1-yl)(cyclopropyl)methanone